ClC=1C=CC(=C(CNC(=O)C2CC2)C1)OCCC N-(5-chloro-2-propoxybenzyl)cyclopropanecarboxamide